4-((1R,5S)-3,8-diazabicyclo[3.2.1]octan-3-yl)-1-(3-((3-cyclopropyl-1H-1,2,4-triazol-1-yl)sulfonyl)phenyl)-6-fluoro-7-(2-fluoro-6-hydroxyphenyl)pyrido[2,3-d]pyrimidin-2(1H)-one [C@H]12CN(C[C@H](CC1)N2)C=2C1=C(N(C(N2)=O)C2=CC(=CC=C2)S(=O)(=O)N2N=C(N=C2)C2CC2)N=C(C(=C1)F)C1=C(C=CC=C1O)F